tert-butyl-[[5-(methoxymethoxy)-2-pyridinyl]methoxy]-dimethyl-silane C(C)(C)(C)[Si](C)(C)OCC1=NC=C(C=C1)OCOC